P(=O)(O)(O)O.CC1(COP(OC1)Cl)C 5,5-dimethyl-2-chloro-1,3,2-dioxaphosphorinane-phosphate